C(C)OC=1C=C(C=C2N(C(C=3N(C12)C=CN3)=O)C=3C(=NC=CC3)C)C(F)(F)F 9-Ethoxy-5-(2-methylpyridin-3-yl)-7-(trifluoromethyl)imidazo[1,2-a]Quinoxaline-4(5H)-on